N,N-dimethylpyrrolidinium hydroxide [OH-].C[N+]1(CCCC1)C